FC=1C=CC=2N(C3=CC=C(C=C3C2C1)F)CC(CN1C(C(CCC1)C)=O)(C)O 1-(3-(3,6-difluoro-9H-carbazol-9-yl)-2-hydroxy-2-methylpropyl)-3-methylpiperidin-2-one